(4-aminophenyl)-4-methylpiperidine-1-carboxylic acid tert-butyl ester C(C)(C)(C)OC(=O)N1C(CC(CC1)C)C1=CC=C(C=C1)N